(R)-4-(7-fluoroimidazo[1,2-a]pyridin-3-yl)-7-((5-(1-morpholinoeth-yl)pyridin-2-yl)amino)isoindolin-1-one FC1=CC=2N(C=C1)C(=CN2)C2=C1CNC(C1=C(C=C2)NC2=NC=C(C=C2)[C@@H](C)N2CCOCC2)=O